CC1=CC=C(O[C@@H]2C[C@H](N(C2)C(=O)OC(C)(C)C)C(=O)OC)C=C1 O1-tert-butyl O2-methyl (2S,4R)-4-(4-methylphenoxy)pyrrolidine-1,2-dicarboxylate